C1(CC1)N1C(N(C2=CC(=CC=C2C1)C(=O)NCC1=C(C=C(C=C1F)F)F)CC1=CC(=CC(=C1)F)F)=O 3-cyclopropyl-1-(3,5-difluorobenzyl)-2-oxo-N-(2,4,6-trifluorobenzyl)-1,2,3,4-tetrahydroquinazoline-7-carboxamide